CN1C(=CC=2C(=NC(=CC21)C2=CC=C(CN1CCC(CC1)(O)C)C=C2)C)C2=CC=C(C=C2)S(=O)(=O)C 1-(4-(1,4-Dimethyl-2-(4-(methylsulfonyl)phenyl)-1H-pyrrolo[3,2-c]pyridin-6-yl)benzyl)-4-methylpiperidin-4-ol